CCCCCCCCCCCCCCCCCC(=O)N[C@@H](CO[C@H]1[C@@H]([C@H]([C@@H]([C@H](O1)CO)O[C@H]2[C@@H]([C@H]([C@H]([C@H](O2)CO)O)O[C@H]3[C@@H]([C@H]([C@@H]([C@H](O3)COS(=O)(=O)O)O[C@H]4[C@@H]([C@H]([C@H]([C@H](O4)CO)O)OC56C[C@@H]([C@H]([C@@H](O5)[C@@H]([C@@H](CO)O)O)NC6=O)O)O)O)NC(=O)C)O)O)O)[C@@H](/C=C/CCCCCCCCCCCCC)O The molecule is a sialotetraosylceramide consisting of a linear pentasaccharide made up from one lactamized sialyl residue, two galactose residues, one N-acetyl-6-sulfoglucosamine residue and one glucose residue, which at the reducing end is attached to a d18:1/18:0 ceramide moiety via a beta-linkage. It is a sialotetraosylceramide and an oligosaccharide sulfate. It contains a delta-lactam ring.